(5-chloro-6-(2H-1,2,3-triazol-2-yl)pyridin-3-yl)-2-fluoro-8-methyl-8-(trifluoromethyl)-7,8-dihydro-6H-pyrazolo[1,5-a]pyrrolo[2,3-e]pyrimidine-6-carboxamide ClC=1C=C(C=NC1N1N=CC=N1)C=1C(=NN2C1N=CC1=C2C(CN1C(=O)N)(C(F)(F)F)C)F